2-(2-ethynyl-7-azaspiro[3.5]non-7-yl)acetic acid tert-butyl ester C(C)(C)(C)OC(CN1CCC2(CC(C2)C#C)CC1)=O